(R)-4-((1R,3R,5S,6S)-6-(1-isopropyl-3-(2-(trifluoromethyl)pyrimidin-4-yl)-1H-pyrazol-5-yl)bicyclo[3.1.0]hexane-3-yl)-3-methylmorpholine C(C)(C)N1N=C(C=C1C1[C@H]2CC(C[C@@H]12)N1[C@@H](COCC1)C)C1=NC(=NC=C1)C(F)(F)F